FC1(CCN(CC1)C(CCCCCC[N-]C1=CC(=CC=C1)N1C(NC(CC1)=O)=O)=O)F 7-(4,4-difluoropiperidin-1-yl)-N-(3-(2,4-dioxotetrahydropyrimidin-1(2H)-yl)phenyl)-7-oxoheptylamide